diazabicyclo[2.2.2]-Octane N12NCC(CC1)CC2